n-tetracosyl butyl ketone C(CCC)C(=O)CCCCCCCCCCCCCCCCCCCCCCCC